propylhydroxyethyl-dimethyl-ammonium chloride [Cl-].C(CC)[N+](C)(C)CCO